5-Chloro-8-methoxy-7-nitro-3-(morpholinomethyl)quinoline ClC1=C2C=C(C=NC2=C(C(=C1)[N+](=O)[O-])OC)CN1CCOCC1